CC(C(=O)N1C(C[C@H]1C1=CC=CC=C1)=O)(C=C)C (S)-1-(2,2-Dimethylbut-3-enoyl)-4-phenylazetidin-2-on